6-((2,6-dimethylpyrimidin-4-yl)amino)-N-ethoxy-4-((5-Fluoro-2-(methoxy-d3)-3-(5-methylpyrazin-2-yl)phenyl)amino)nicotinamide CC1=NC(=CC(=N1)NC1=NC=C(C(=O)NOCC)C(=C1)NC1=C(C(=CC(=C1)F)C1=NC=C(N=C1)C)OC([2H])([2H])[2H])C